C(C)(C)N1CC(CC1)CC(=O)NC=1C=C(C(=NC1)C)NC(=O)C=1C=NN2C1SC(=C2)C=2C=NN(C2)C N-(5-(2-(1-isopropylpyrrolidin-3-yl)acetamido)-2-methylpyridin-3-yl)-2-(1-methyl-1H-pyrazol-4-yl)pyrazolo[5,1-b]Thiazole-7-carboxamide